BrC=1C=CC2=C(C=C(O2)C=2OC(=NN2)SSCCC)C1 2-(5-bromobenzofuran-2-yl)-5-(propyldithio)-1,3,4-oxadiazole